2,6-Difluoro-3-(1-methyl-6-morpholino-1H-pyrazolo[4,3-c]pyridin-3-yl)-5-(trifluoromethyl)phenol FC1=C(C(=C(C=C1C1=NN(C2=C1C=NC(=C2)N2CCOCC2)C)C(F)(F)F)F)O